t-amyliminotris(diethylamino)tantalum C(C)(C)(CC)N=[Ta](N(CC)CC)(N(CC)CC)N(CC)CC